N-methyl-N-((3-(3-(trifluoromethyl)benzyl)-4,5,6,7-tetrahydropyrazolo[1,5-a]pyrimidin-6-yl)methyl)acrylamide CN(C(C=C)=O)CC1CNC=2N(C1)N=CC2CC2=CC(=CC=C2)C(F)(F)F